C(C)(C)(C)C=1C(=CC(=C(C1)C(CC(C)C1=C(C=C(C(=C1)C(C)(C)C)O)C)C1=C(C=C(C(=C1)C(C)(C)C)O)C)C)O 1,1,3-tris(5-tert-butyl-4-hydroxy-2-methylphenyl)-butane